6-[5-(difluoromethyl)-1,3,4-oxadiazol-2-yl]-2-{(1R*,2S)-1-(4-fluorophenyl)-2-hydroxy-2-[6-(trifluoromethyl)pyridin-3-yl]ethyl}-2,3-dihydro-1H-isoindol-1-one FC(C1=NN=C(O1)C1=CC=C2CN(C(C2=C1)=O)[C@@H]([C@H](C=1C=NC(=CC1)C(F)(F)F)O)C1=CC=C(C=C1)F)F |o1:17|